6-methyl-N-(1-(methylsulfonyl)piperidin-4-yl)-8-(5-azaspiro[2.4]heptan-5-yl)pyrido[3,4-d]pyrimidin-2-amine CC1=CC2=C(N=C(N=C2)NC2CCN(CC2)S(=O)(=O)C)C(=N1)N1CC2(CC2)CC1